((S)-2-(2-Chloro-3-fluorophenyl)piperidin-1-yl)-N-((R,E)-4-(methylsulfonyl)but-3-en-2-yl)pyrazine-2-carboxamide ClC1=C(C=CC=C1F)[C@H]1N(CCCC1)C=1C(=NC=CN1)C(=O)N[C@H](C)\C=C\S(=O)(=O)C